CC(C(=O)OOOC(C)(C)C)CC tert-butylperoxy 2-methylbutyrate